6-bromo-2-{[(2S)-2-hydroxypropyl]amino}-3-[(1-methylpyrazol-4-yl)methyl]quinazolin-4-one BrC=1C=C2C(N(C(=NC2=CC1)NC[C@H](C)O)CC=1C=NN(C1)C)=O